CC1=CC(=NC2=CC=C(C=C12)NC(=S)NCCN1CCCCC1)N1CCCCC1 1-(4-methyl-2-(piperidin-1-yl)quinolin-6-yl)-3-(2-(piperidin-1-yl)ethyl)thiourea